(R)-N4-(1-(1H-imidazol-2-yl)pentyl)-N2-(2,4-dimethoxybenzyl)pyrido[3,2-d]pyrimidine-2,4-diamine N1C(=NC=C1)[C@@H](CCCC)NC=1C2=C(N=C(N1)NCC1=C(C=C(C=C1)OC)OC)C=CC=N2